C1(=CC=CC=C1)N1C=CC2=CC(=CC=C12)C(=O)O 1-phenyl-1H-indole-5-carboxylic acid